1-benzo[C]furanone C1(OCC2=C1C=CC=C2)=O